5-fluoro-N4-(1H-indazol-6-yl)-N2-(4-(4-methylpiperazine-1-yl)phenyl)pyrimidine-2,4-diamine FC=1C(=NC(=NC1)NC1=CC=C(C=C1)N1CCN(CC1)C)NC1=CC=C2C=NNC2=C1